2-[3-methoxy-4-(1H-pyrazol-4-yl)phenyl]-8-(3-phenoxybenzoyl)-2,8-diazaspiro[4.5]decan-1-one COC=1C=C(C=CC1C=1C=NNC1)N1C(C2(CC1)CCN(CC2)C(C2=CC(=CC=C2)OC2=CC=CC=C2)=O)=O